4-(azetidin-3-yloxy)-2,6-difluorobenzaldehyde hydrochloride Cl.N1CC(C1)OC1=CC(=C(C=O)C(=C1)F)F